2-((1S,2R)-1-(2-chloro-5-fluorophenyl)-1-(1-(2-methoxyethyl)-5-methyl-1H-pyrazol-4-yl)propan-2-yl)-5-hydroxy-N-(isoxazol-4-yl)-1-methyl-6-oxo-1,6-dihydropyrimidine-4-carboxamide ClC1=C(C=C(C=C1)F)[C@@H]([C@@H](C)C=1N(C(C(=C(N1)C(=O)NC=1C=NOC1)O)=O)C)C=1C=NN(C1C)CCOC